1-(3-bromo-4-methoxyphenyl)-2,2-difluoro-2-(phenyl-sulfonyl)ethan-1-ol BrC=1C=C(C=CC1OC)C(C(S(=O)(=O)C1=CC=CC=C1)(F)F)O